(S)-3-cyclopropyl-3-(3-((2'-fluoro-5'-methoxy-2-(1-(4-(18-methoxy-18-oxooctadecyl)-1H-1,2,3-triazol-1-yl)-2-methylpropan-2-yl)-[1,1'-biphenyl]-4-yl)methoxy)phenyl)propanoic acid C1(CC1)[C@H](CC(=O)O)C1=CC(=CC=C1)OCC1=CC(=C(C=C1)C1=C(C=CC(=C1)OC)F)C(CN1N=NC(=C1)CCCCCCCCCCCCCCCCCC(=O)OC)(C)C